5-Amino-1-isopropyl-3-[5-(1-[[5-(1,1,1-trifluoro-2-methylpropan-2-yl)-1,2-oxazol-3-yl]carbamoyl]ethyl)pyridin-2-yl]pyrazole-4-carboxamide NC1=C(C(=NN1C(C)C)C1=NC=C(C=C1)C(C)C(NC1=NOC(=C1)C(C(F)(F)F)(C)C)=O)C(=O)N